C1(CC1)CN1C(=CC=2C=CC=3C(CNC3C21)(C)C)C2=NC1=C(N2C)C(=CC(=C1)C(=O)O)F 2-[1-(cyclopropylmethyl)-6,6-dimethyl-7,8-dihydropyrrolo[3,2-g]indol-2-yl]-7-fluoro-1-methyl-benzimidazole-5-carboxylic acid